5-vinyl-2,3-dihydro-1H-indene-2-carboxylic acid methyl ester COC(=O)C1CC2=CC=C(C=C2C1)C=C